Ethyl (S)-3-(3-(4-Hydroxy-1,6-dimethyl-2-oxo-1,2-dihydropyridin-3-yl)ureido)-3-(3'-methoxy-6-(trifluoromethoxy)biphenyl-3-yl)propanoat OC1=C(C(N(C(=C1)C)C)=O)NC(N[C@@H](CC(=O)OCC)C=1C=C(C(=CC1)OC(F)(F)F)C1=CC(=CC=C1)OC)=O